OC(CN1C(C2=CC=CC=C2C1=O)=O)C1=CC=C(C=C1)[N+](=O)[O-] 2-(2-hydroxy-2-(4-nitrophenyl)ethyl)isoindoline-1,3-dione